C1(CCCC1)CCC1=NC(=NO1)C1=CC2=C(N(C=N2)CCC(=O)N2CCCCC2)C=C1 3-(5-(5-(2-cyclopentylethyl)-1,2,4-oxadiazol-3-yl)-1H-benzo[d]imidazol-1-yl)-1-(piperidin-1-yl)propan-1-one